C(CSSCC=O)=O 2,2'-dithiobisacetaldehyde